ClC=1C=C(C=CC1F)NC(N([C@H](C)C1=CN=C(C2=CC=CC=C12)C)C)=O (R)-3-(3-chloro-4-fluorophenyl)-1-methyl-1-(1-(1-methylisoquinolin-4-yl)ethyl)urea